ClC1=CC=C(C=C1)C1=CC2=C(N=CN(C2=O)CC(C)(C)O)C(=N1)C1=CC(=CC=C1)F 6-(4-chlorophenyl)-8-(3-fluorophenyl)-3-(2-hydroxy-2-methylpropyl)pyrido[3,4-d]pyrimidin-4(3H)-one